CC(C)(C)OC(=O)C1CCN(CC1)C=1C=C2CCN(CC2=CC1)C(=O)OCC1=CC=CC=C1 benzyl 6-[4-[(2-methylpropan-2-yl)oxycarbonyl]piperidin-1-yl]-3,4-dihydro-1H-isoquinoline-2-carboxylate